(1-methoxy-2-methylpropan-2-yl)-2-(pyridin-4-yl)pyrido[3,4-d]pyrimidin-4-amine COCC(C)(C)C1=CN=CC=2N=C(N=C(C21)N)C2=CC=NC=C2